4-(4-(5-(((1R,4R,5R,6S)-6-fluoro-1,4-dimethyl-2-azabicyclo[2.2.2]octan-5-yl)(methyl)amino)-1,3,4-thiadiazol-2-yl)-3-hydroxyphenyl)-1-methyl-1,3,5-triazin-2(1H)-one F[C@H]1[C@@H]([C@]2(CN[C@@]1(CC2)C)C)N(C2=NN=C(S2)C2=C(C=C(C=C2)C2=NC(N(C=N2)C)=O)O)C